FC(C1=CC=C(COC2CC(N(C2)C(=O)N)C(=O)N)C=C1)(F)F 4-((4-(trifluoromethyl)benzyl)oxy)pyrrolidine-1,2-dicarboxamide